C(#N)C=1C=CC(=C2CCCOC12)OC1C(C(C1(C)C)NC(OC(C)(C)C)=O)(C)C tert-butyl ((1r,3r)-3-((8-cyanochroman-5-yl)oxy)-2,2,4,4-tetramethylcyclobutyl)carbamate